S1C=NC2=C1C=C(C=C2)B(O)O 1,3-benzothiazol-6-yl-boronic acid